C(C)(C)(C)OC(=O)\N=N\C(=O)OC(C)(C)C (e)-N-{[(tert-butoxy)carbonyl]imino}(tert-butoxy)formamide